1,6-bis(methoxydiphenylsilyl)hexane heptadecan-9-yl-8-((2-hydroxyethyl)(6-(nonyloxy)-6-oxohexyl)amino)octanoate CCCCCCCCC(CCCCCCCC)OC(CCCCCCCN(CCCCCC(=O)OCCCCCCCCC)CCO)=O.CO[Si](CCCCCC[Si](C1=CC=CC=C1)(C1=CC=CC=C1)OC)(C1=CC=CC=C1)C1=CC=CC=C1